C(C1=CC=CC=C1)OC(=O)N1CC2(CC2CC1)C=1C=C2C(=NC=NC2=CC1)NC1=C(C(=CC=C1)Cl)F.C12(CNCCC2C1)C=1C=C2C(=NC=NC2=CC1)NC1=C(C(=CC=C1)Cl)F 6-(3-Azabicyclo[4.1.0]heptan-1-yl)-N-(3-chloro-2-fluoro-phenyl)quinazolin-4-amine Benzyl-1-[4-(3-chloro-2-fluoro-anilino)quinazolin-6-yl]-3-azabicyclo[4.1.0]heptane-3-carboxylate